C(C=C)OC1CN(CCC1)C(=O)OC(C)(C)C tert-butyl 3-(allyloxy)piperidine-1-carboxylate